(R)-3-(3-(6-(2-(((S)-1-(3,3-Difluoroazetidin-1-yl)-1-oxopropan-2-yl)amino)pyrimidin-4-yl)pyridin-2-yl)isoxazol-5-yl)-3-hydroxy-1-methylpyrrolidin-2-one FC1(CN(C1)C([C@H](C)NC1=NC=CC(=N1)C1=CC=CC(=N1)C1=NOC(=C1)[C@]1(C(N(CC1)C)=O)O)=O)F